FC1=C(CC2=NC3=C(N2CCOC)C=C(C=C3)C(=O)O)C=C(C(=C1)C1=NC(=CC=C1)OCC1=CC=C(C=C1)OC(F)(F)F)F 2-(2,5-difluoro-4-(6-((4-(trifluoromethoxy)benzyl)oxy)pyridin-2-yl)benzyl)-1-(2-methoxyethyl)-1H-benzo[d]imidazole-6-carboxylic acid